3-(chloromethyl)-3-methyl-oxetane ClCC1(COC1)C